CO[C@H]1C(N2CCNC=3C=C(C=C(C=4C=NN5C=CC(OC[C@@H]2C1)=NC45)C3)C(=O)OC)=O Methyl (12R,14S)-12-methoxy-11-oxo-16-oxa-7,10,20,21,24-pentaazapentacyclo[15.5.2.12,6.010,14.020,23]pentacosa-1(23),2,4,6(25),17(24),18,21-heptaene-4-carboxylate